CN1N=CC2=CC=C(C=C12)C1=C2CN(C(C2=CC=C1)=O)C(C(C#N)=C)C 3-[4-(1-methyl-1H-indazol-6-yl)-1-oxo-2,3-dihydro-1H-isoindol-2-yl]-2-methylidenebutanenitrile